2-thiazol-2-ylpropan-2-ol S1C(=NC=C1)C(C)(C)O